2-{3-[(4-methane-sulfonyl-3-methoxyphenyl)amino]prop-1-yn-1-yl}-N-[1-(oxan-4-yl)piperidin-4-yl]-1-(2,2,2-trifluoroethyl)-1H-indol-4-amine CS(=O)(=O)C1=C(C=C(C=C1)NCC#CC=1N(C=2C=CC=C(C2C1)NC1CCN(CC1)C1CCOCC1)CC(F)(F)F)OC